C(C)(C)(C)OC(=O)N1C(CNC(C1)CN1CCCC1)C 2-methyl-5-pyrrolidin-1-ylmethyl-piperazine-1-carboxylic acid tert-butyl ester